C(C)(C)(C)OC(=O)N1OCC[C@H]1C=1OC=C(C1)C.CC=1C=C(OC1)[C@H]1NOCC1 (3S)-3-(4-Methyl-2-furyl)isoxazolidine Tert-butyl-(S)-3-(4-methylfuran-2-yl)isoxazolidine-2-carboxylate